2-Amino-4-(heptan-4-ylamino)-6-(4-(piperazine-1-carbonyl)benzyl)pyridin methyl-(2S,3R)-2-(1,1-dioxidothiomorpholino)-3-hydroxybutanoate COC([C@H]([C@@H](C)O)N1CCS(CC1)(=O)=O)=O.NC1=NC(=CC(=C1)NC(CCC)CCC)CC1=CC=C(C=C1)C(=O)N1CCNCC1